(S)-4-(4-(((R)-1-(3-amino-5-(trifluoromethyl)phenyl)ethyl)amino)pyrido[3,4-d]Pyrimidine-6-yl)-3-methylpiperazine-1-carboxylate NC=1C=C(C=C(C1)C(F)(F)F)[C@@H](C)NC=1C2=C(N=CN1)C=NC(=C2)N2[C@H](CN(CC2)C(=O)[O-])C